BrC1=C2CCN(CC2=CC(=C1)NC=1N=NC(=C(N1)NC1=NC=CC=C1C)C(=O)N)C ((5-bromo-2-methyl-1,2,3,4-tetrahydroisoquinolin-7-yl)amino)-5-((3-methylpyridin-2-yl)amino)-1,2,4-triazine-6-carboxamide